BrC1=C(C#N)C(=C(C(=C1F)F)F)F 2-bromo-3,4,5,6-tetrafluorobenzonitrile